C(C)(=O)[O-].C(=O)(OC(C)(C)C)NCCCN1C=[NH+]C=C1 1-[3-(N-Boc-amino)propyl]imidazolium acetate